((((R)-1-cyclopropylethyl)(methyl)carbamoyl)oxy)methanol C1(CC1)[C@@H](C)N(C(=O)OCO)C